4'-hydroxy-5,6,7,3'-tetramethoxyflavone OC1=C(C=C(C=2OC3=CC(=C(C(=C3C(C2)=O)OC)OC)OC)C=C1)OC